5-Amino-3-(4-(2-((3-(3,3-difluorocyclobutyl)isoxazol-5-yl)amino)-2-oxoethyl)phenyl)-1-isopropyl-1H-pyrazole-4-carboxamide NC1=C(C(=NN1C(C)C)C1=CC=C(C=C1)CC(=O)NC1=CC(=NO1)C1CC(C1)(F)F)C(=O)N